NCC(CN1N=CN(C1=O)CC=1SC=C(C1)C1=CC(=CC=C1)C1=NNC=N1)=C(F)F 2-[2-(aminomethyl)-3,3-difluoro-allyl]-4-[[4-[3-(1H-1,2,4-triazol-3-yl)phenyl]-2-thienyl]methyl]-1,2,4-triazol-3-one